N(=C=O)CC1(C2CC(C(C1)C2)CN=C=O)CCCN=C=O 2-Isocyanatomethyl-2-(3-isocyanatopropyl)-5-isocyanatomethylbicyclo-[2.2.1]-heptane